C(C)OC(OCC)[SiH2]C[SiH](OCC)OCC (diethoxymethylsilyl)(diethoxysilyl)methane